[N+](=O)([O-])C=1C=C(C=C(C1)C(F)(F)F)CC 1-(3-nitryl-5-(trifluoromethyl)phenyl)ethane